4-(cyclohexyloxy)-N-cyclopropyl-6-(1H-pyrazol-1-yl)-1,3,5-triazin-2-amine C1(CCCCC1)OC1=NC(=NC(=N1)N1N=CC=C1)NC1CC1